(E)-1-(3-((2-(aminomethyl)-3-fluoroallyl)oxy)-5-fluorobenzyl)-7-methyl-2-thioxo-1,2,3,5-tetrahydro-4H-pyrrolo[3,2-d]pyrimidin-4-one hydrochloride Cl.NC/C(/COC=1C=C(CN2C(NC(C3=C2C(=CN3)C)=O)=S)C=C(C1)F)=C\F